C(C)C1=C(C=C(C(=O)OC)C#N)C=CC=C1 methyl 2-ethyl-α-cyanocinnamate